4-(furo[3,2-c]pyridin-4-yl)-N-(trans-4-hydroxy-4-methylcyclohexyl)benzamide O1C=CC=2C(=NC=CC21)C2=CC=C(C(=O)NC1CCC(CC1)(C)O)C=C2